[Si](C)(C)(C(C)(C)C)OC1CCC2=CC(=CC(=C12)C(C)C=1N=CN(C1)C(C1=CC=CC=C1)(C1=CC=CC=C1)C1=CC=CC=C1)Cl 4-[1-[3-[(tert-butyldimethylsilyl)oxy]-6-chloro-2,3-dihydro-1H-inden-4-yl]ethyl]-1-(triphenylmethyl)imidazole